BrC=1C(=NC=CC1)OC1=CC=C(C=C1)S(F)(F)(F)(F)F [4-[(3-bromo-2-pyridyl)oxy]phenyl]pentafluorosulfane